(+/-)-2-((trans)-2-(methoxycarbonyl)cyclopropyl)acetic acid COC(=O)[C@H]1[C@@H](C1)CC(=O)O |r|